(R)-3-(3-fluoro-phenyl)-N-(2-hydroxy-1-naphthalen-2-yl-ethyl)-acrylamide FC=1C=C(C=CC1)C=CC(=O)N[C@@H](CO)C1=CC2=CC=CC=C2C=C1